ClC=1C=CC=C2CCN(CC12)C1CCC2=C(NC(=N2)C2=C(C=CC=C2)Cl)C1 8-chloro-2-(2-(2-chlorophenyl)-4,5,6,7-tetrahydro-1H-benzo[d]imidazol-6-yl)-1,2,3,4-tetrahydroisoquinoline